FC1=C(C=C(C=C1)F)[N+](=O)[O-] 1,4-bis-fluoronitrobenzene